ClC1=CC(=CC2=C1N(C(N2)=O)C2CC(C2)(C)O)OCCN2CCC1(CC2)C(NC2=CC=C(C=C21)Cl)=O 7-chloro-5-{2-(5-chloro-2-oxospiro[indoline-3,4'-piperidin]-1'-yl)ethoxy}-1-(cis-3-hydroxy-3-methylcyclobutyl)-1,3-dihydro-1,3-benzimidazol-2-one